ClC=1C=C(C=CC1F)N(C(=O)[C@H]1NC[C@H](C1)C#N)C (2s,4s)-N-(3-chloro-4-fluorophenyl)-4-cyano-N-methylpyrrolidine-2-carboxamide